8-(3-Azetidinyl)-3-(4-(2,2,2-trifluoroethoxy)phenyl)-2-(trifluoromethyl)-4H-pyrido[1,2-a]pyrimidin-4-one N1CC(C1)C1=CC=2N(C(C(=C(N2)C(F)(F)F)C2=CC=C(C=C2)OCC(F)(F)F)=O)C=C1